N-(2-Amino-4-((4-(trifluoromethyl)benzyl)amino)phenyl)-3,3-dimethylbutanamid NC1=C(C=CC(=C1)NCC1=CC=C(C=C1)C(F)(F)F)NC(CC(C)(C)C)=O